3-(6-chloro-1H-indol-3-yl)cyclohex-2-enone ClC1=CC=C2C(=CNC2=C1)C1=CC(CCC1)=O